ClC=1C(=C(OC2=NC=NC3=CC=C(C=C23)N2CC(C2)NC(C=C)=O)C=CC1)F N-[1-[4-(3-chloro-2-fluoro-phenoxy)quinazolin-6-yl]azetidin-3-yl]prop-2-enamide